(P)-1-(4-CYCLOBUTYL-2-METHOXY-5-METHYLPHENYL)-2-OXO-N-(PYRIDAZIN-3-YL)-1,2-DIHYDROQUINOLINE-6-SULFONAMIDE C1(CCC1)C1=CC(=C(C=C1C)N1C(C=CC2=CC(=CC=C12)S(=O)(=O)NC=1N=NC=CC1)=O)OC